3-{[(2S)-oxaCyclobutan-2-yl]Methyl}-3H-imidazo[4,5-b]Pyridine-5-carboxylic acid O1[C@@H](CC1)CN1C=NC=2C1=NC(=CC2)C(=O)O